FC1=C(C=C(C=C1)OC1CCC(CC1)C(F)(F)F)NC(=O)C1N(C(CC1)=O)C N-(2-Fluoro-5-((4-(trifluoromethyl)cyclohexyl)oxy)phenyl)-1-methyl-5-oxo-pyrrolidine-2-carboxamide